ClC1=CC=C(C=N1)C[C@H]1C(N([C@H]2C[C@@H]12)C1=NC(=NN1)C1=CC=NC=C1)=O (1S,4R,5S)-4-((6-Chloropyridin-3-yl)methyl)-2-(3-(pyridin-4-yl)-1H-1,2,4-triazol-5-yl)-2-azabicyclo[3.1.0]hexan-3-one